tert-butyl 6-(4-bromobenzyl)-2,6-diazaspiro[3.4]octane-2-carboxylate BrC1=CC=C(CN2CC3(CN(C3)C(=O)OC(C)(C)C)CC2)C=C1